C1(=CCCC1)C1=C(N=NC(=C1)C=1C(=NC(=NC1)OC)OC)N 4-(cyclopent-1-en-1-yl)-6-(2,4-dimethoxypyrimidin-5-yl)pyridazin-3-amine